C(C)(C)(C)OC(=O)N1CC(CC1)C(C(=O)OC(C)(C)C)(C)CC1=CC(=CC=C1)Br tert-butyl-3-[1-[(3-bromophenyl)methyl]-2-tert-butoxy-1-methyl-2-oxo-ethyl]pyrrolidine-1-carboxylate